hepta-isooctyl-trisilanol C(CCCCC(C)C)[Si]([Si]([Si](O)(CCCCCC(C)C)CCCCCC(C)C)(CCCCCC(C)C)CCCCCC(C)C)(CCCCCC(C)C)CCCCCC(C)C